1-(4-(5-(difluoromethyl)-1,3,4-oxadiazol-2-yl)benzyl)-4-phenyl-1H-1,2,4-triazol-5(4H)-one FC(C1=NN=C(O1)C1=CC=C(CN2N=CN(C2=O)C2=CC=CC=C2)C=C1)F